6-(3-amino-2,6-difluorophenyl)-8-methyl-2-(methylthio)pyrido[2,3-d]pyrimidin-7(8H)-one NC=1C(=C(C(=CC1)F)C1=CC2=C(N=C(N=C2)SC)N(C1=O)C)F